(3R)-3-methyl-4-[3-(3-methyl-1H-pyrazol-5-yl)-7-(2H-1,2,3-triazol-4-yl)[1,2]thiazolo[4,5-b]pyridin-5-yl]morpholine C[C@H]1N(CCOC1)C1=CC(=C2C(=N1)C(=NS2)C2=CC(=NN2)C)C2=NNN=C2